3-((1R,4R)-5-methyl-2,5-diazabicyclo[2.2.1]heptan-2-yl)benzene-1,2-diamine CN1[C@H]2CN([C@@H](C1)C2)C2=C(C(=CC=C2)N)N